N-(acrylamidomethyl)methacrylamide C(C=C)(=O)NCNC(C(=C)C)=O